C(C)(C)(C)OC(=O)N1[C@@H](C[C@H](C1)NC(=O)C=1OC(=CN1)C1=CC(=CC=C1)OC(F)(F)F)COC (2S,4R)-2-(methoxymethyl)-4-(5-(3-(trifluoromethoxy)phenyl)oxazole-2-carboxamido)-pyrrolidine-1-carboxylic acid tert-butyl ester